(S)-2-Chloro-4-(3-methyl-2,8-diazaspiro[4.5]decan-2-yl)benzonitrile ClC1=C(C#N)C=CC(=C1)N1CC2(C[C@@H]1C)CCNCC2